2-morpholin-4-ylpyrimidin-5-carboxylic acid [7-methoxy-8-(3-morpholin-4-ylpropoxy)-2,3-dihydroimidazo[1,2-c]quinazolin-5-yl]-amide COC1=C(C=CC=2C=3N(C(=NC12)NC(=O)C=1C=NC(=NC1)N1CCOCC1)CCN3)OCCCN3CCOCC3